bis[2-(triethoxysilyl)ethyl]-trisulphane C(C)O[Si](CCSSSCC[Si](OCC)(OCC)OCC)(OCC)OCC